6-(1,4-DIMETHYL-1H-PYRAZOL-5-YL)-N-(1-METHYL-1H-INDAZOL-7-YL)PYRIDINE-3-SULFONAMIDE CN1N=CC(=C1C1=CC=C(C=N1)S(=O)(=O)NC=1C=CC=C2C=NN(C12)C)C